C(CCC=CCC=CCC=CCC=CCC=CCC=CCC)(=O)OC[C@H]1N([C@@H]2N(C(C1)=O)[C@H](C(N(C2)CC2=CC=CC1=CC=CC=C21)=O)CC2=CC=C(C=C2)O)C(NCC2=CC=CC=C2)=O ((2S,6S,9aS)-1-(benzylcarbamoyl)-6-(4-hydroxybenzyl)-8-(naphthalen-1-ylmethyl)-4,7-dioxooctahydro-1H-pyrazino[1,2-a]pyrimidin-2-yl)methyl docosa-4,7,10,13,16,19-hexaenoate